ClC1=NC(=C2C(=N1)N(N=C2)[C@H]2[C@@H]([C@@H]([C@H](O2)COC(COCC2=C(C(=O)O)C=CC=C2)(CO)P(=O)(O)O)O)O)NC2CCCC2 ((2-(((2R,3S,4R,5R)-5-(6-chloro-4-(cyclopentylamino)-1H-pyrazolo[3,4-d]pyrimidin-1-yl)-3,4-dihydroxytetrahydrofuran-2-yl)methoxy)-3-hydroxy-2-phosphonopropoxy)methyl)benzoic acid